9-[(2R,6S)-3,5-dihydroxy-6-(hydroxymethyl)-6-(triisopropylsilyloxymethyl)-1,4-dioxan-2-yl]-1H-purin-6-one OC1[C@@H](O[C@](C(O1)O)(CO[Si](C(C)C)(C(C)C)C(C)C)CO)N1C=2N=CNC(C2N=C1)=O